N-(2-(3,5-dimethyl-1-octanoyl-indolin-3-yl)ethyl)-N-methyl-formamide CC1(CN(C2=CC=C(C=C12)C)C(CCCCCCC)=O)CCN(C=O)C